ClC=1C=NC(=NC1)[C@]12CC[C@@H](C[C@@H]2C1)OC[C@@H]1N([C@@H](C[C@@H]1NS(=O)(=O)C(F)F)C)C(=O)OC methyl (2R,3S,5R)-2-((((1S,3S,6R)-6-(5-chloropyrimidin-2-yl)bicyclo[4.1.0]heptan-3-yl)oxy)methyl)-3-((difluoromethyl)sulfonamido)-5-methylpyrrolidine-1-carboxylate